BrC=1C(=NN(C1C#N)C1CC2(CN(C2)C(=O)OC(C)(C)C)C1)N1C(C[C@@H](CC1)CN1CCOCC1)(C)C Tert-butyl (R)-6-(4-bromo-5-cyano-3-(2,2-dimethyl-4-(morpholinomethyl)piperidin-1-yl)-1H-pyrazol-1-yl)-2-azaspiro[3.3]heptane-2-carboxylate